4,4'-bis(2,2-diphenylvinyl)biphenyl Lithium 5-(7-(difluoromethyl)-1-(1,3-dimethyl-7-morpholino-2-oxo-2,3-dihydro-1H-benzo[d]imidazol-5-yl)-1,2,3,4-tetrahydroquinolin-6-yl)picolinate FC(C1=C(C=C2CCCN(C2=C1)C1=CC2=C(N(C(N2C)=O)C)C(=C1)N1CCOCC1)C=1C=CC(=NC1)C(=O)[O-])F.[Li+].C1(=CC=CC=C1)C(=CC1=CC=C(C=C1)C1=CC=C(C=C1)C=C(C1=CC=CC=C1)C1=CC=CC=C1)C1=CC=CC=C1